C(C=C)(=O)N1C[C@@H]2N(C(C=3C=C(C(=C4C=CN(C34)CC2)C2=CC=C(C3=C2N=C(S3)N)F)F)=O)CC1 (R)-10-Acryloyl-3-((S)-2-amino-7-fluorobenzo[d]thiazol-4-yl)-2-fluoro-8,8a,9,10,11,12-hexahydro-7H,14H-pyrazino[1',2':5,6][1,5]diazocino[3,2,1-hi]indol-14-one